CNC(CNCC(CCCC(C(=O)O)=N)CC)=O 6-(((2-(methylamino)-2-oxoethyl)amino)methyl)-2-iminooctanoic acid